(R)-(+)-1-(5-(1,3-dioxolan-2-yl) pyridin-3-yl)-3-methyl-2-oxoindolin-3-yl acetate C(C)(=O)O[C@]1(C(N(C2=CC=CC=C12)C=1C=NC=C(C1)C1OCCO1)=O)C